(R)-N-(7-(4-amino-7-(piperidin-3-yl)-7H-pyrrolo[2,3-d]pyrimidin-5-yl)benzo[d][1,3]dioxol-4-yl)-1-naphthamide NC=1C2=C(N=CN1)N(C=C2C2=CC=C(C1=C2OCO1)NC(=O)C1=CC=CC2=CC=CC=C12)[C@H]1CNCCC1